C(C)(C)(C)N(C([O-])=O)CC1CCC(CC1)=O.C1(=CCCCC1)CC[NH3+] 2-(1-cyclohexenyl)ethyl-ammonium tert-butyl-((4-oxocyclohexyl)methyl)carbamate